C(C)(C)(C)OC(=O)N1CCC(=CC1)C=1C=NC(=CC1)C=1C2=C(C(=NC1)C1=CC=C(C=C1)CNC(C1=C(C=CC(=C1)F)OC)=O)C(=NN2)N 6-(3-amino-4-(4-((5-fluoro-2-methoxybenzamido)methyl)phenyl)-1H-pyrazolo[4,3-c]pyridin-7-yl)-3',6'-dihydro-[3,4'-bipyridine]-1'(2'H)-carboxylic acid tert-butyl ester